C(C)OC(=O)C=1C(=NC(=C(C1C1=CC=C(S1)C(=O)O)[N+](=O)[O-])CCC1=CC=C(C=C1)F)[C@H]1NCCC1 (S)-5-(3-(ethoxycarbonyl)-6-(4-fluorophenethyl)-5-nitro-2-(pyrrolidin-2-yl)pyridin-4-yl)thiophene-2-carboxylic acid